tert-Butyl ((2R)-1-(hexahydrocyclopenta[c]pyrrol-2(1H)-yl)-1-oxopropan-2-yl)carbamate C1N(CC2C1CCC2)C([C@@H](C)NC(OC(C)(C)C)=O)=O